FC=1C=C(C=CC1)C=1SC2=C(N1)C=CC=C2 2-(3-fluorophenyl)benzothiazole